acrylamido-methyl propanesulfonate (R)-tert-butyl-3-(4-(3,4-dichloro-2-fluorophenoxy)quinazolin-6-yl)piperidine-1-carboxylate C(C)(C)(C)OC(=O)N1C[C@H](CCC1)C=1C=C2C(=NC=NC2=CC1)OC1=C(C(=C(C=C1)Cl)Cl)F.C(CC)S(=O)(=O)OCNC(C=C)=O